C(CCCCCCC\C=C/C\C=C/C\C=C/CC)O (9Z,12Z,15Z)-octadeca-9,12,15-trien-1-yl alcohol